N[C@H](C(=O)NC(C(=O)OC)CC1=NNC2=CC=CC=C12)CC(C)C methyl 2-[[(2S)-2-amino-4-methyl-pentanoyl]amino]-3-(1H-indazol-3-yl)propanoate